[Cu+2].O(C1=CC=CC=C1)[C@H]1CN(CC1)C(=O)C1=NOC(=N1)C1=C(C(=C(C(=C1)F)F)O)F (R)-(3-Phenoxypyrrolidin-1-yl)(5-(2,4,5-trifluoro-3-hydroxyphenyl)-1,2,4-oxadiazol-3-yl)methanone copper(II)